FC=1C=C(C(=O)NCC2CCC(CC2)N2N=C3C=C(C=CC3=C2)C2=NC(=NC=C2)OC)C=C(C1O)F 3,5-difluoro-4-hydroxy-N-({(1r,4r)-4-[6-(2-methoxy-pyrimidin-4-yl)-2H-indazol-2-yl]cyclohexyl}methyl)benzamide